(E)-5-(2-ferrocenyl-2-(4-hydroxyphenyl)vinyl)-1,3-dimethoxybenzene [C-]1(C=CC=C1)\C(=C/C=1C=C(C=C(C1)OC)OC)\C1=CC=C(C=C1)O.[CH-]1C=CC=C1.[Fe+2]